potassium 2,2-bipyridine N1=C(C=CC=C1)C1=NC=CC=C1.[K]